2-methyl-4,6-di-t-butylphenyl-sodium phosphate P(=O)(O)(O)O.CC1=C(C(=CC(=C1)C(C)(C)C)C(C)(C)C)[Na]